(triphenylphosphine) benzenesulfonate C1(=CC=CC=C1)S(=O)(=O)O.C1(=CC=CC=C1)P(C1=CC=CC=C1)C1=CC=CC=C1